COC=1C=C(C=C(C1OC)OC)N1C=2N(CCC1)N=C(N2)NC=2C=C1COC(C1=CC2)=O 5-((4-(3,4,5-trimethoxyphenyl)-4,5,6,7-tetrahydro-[1,2,4]triazolo[1,5-a]pyrimidin-2-yl)amino)isobenzofuran-1(3H)-one